O\N=C(/C(=O)C1=NSC(=N1)NC(OC(C)(C)C)=O)\C tert-butyl (Z)-(3-(2-(hydroxyimino)propionyl)-1,2,4-thiadiazol-5-yl)carbamate